C(C)(C)(C)C1C(CCC(C1)C(C)(C)C)=O 2,4-di-tert-butyl-1-cyclohexanone